(6-(4-(hydroxymethyl)piperidin-1-yl)-2-nitropyridin-3-yl)-5-(pyridin-3-yl)-6,7-dihydrothiazolo[5,4-c]pyridin-4(5H)-one OCC1CCN(CC1)C1=CC=C(C(=N1)[N+](=O)[O-])C=1SC=2C(N(CCC2N1)C=1C=NC=CC1)=O